[N+](=O)([O-])C1=CC=C(/C=C/C2CCN(CC2)C(=O)OC(C)(C)C)C=C1 tert-butyl (E)-4-(4-nitrostyryl)piperidine-1-carboxylate